N-(3-(difluoromethyl)-1-((trans)-4-(carboxy)cyclohexyl)-1H-pyrazol-4-yl)-5-morpholinopyrazole FC(C1=NN(C=C1N1N=CC=C1N1CCOCC1)[C@@H]1CC[C@H](CC1)C(=O)O)F